spiro[3.3]heptan-2-ylmethanamine HCl salt Cl.C1C(CC12CCC2)CN